C(C)(=O)OC1O[C@@H]([C@@H]([C@@H]([C@H]1NC(=O)C1CCCCCC1)OC(C)=O)OC(C)=O)COC(C)=O (3R,4R,5R,6R)-6-(acetoxymethyl)-3-(cycloheptanecarboxamido)tetrahydro-2H-pyran-2,4,5-triyl triacetate